1-(3-(4-Methoxyphenyl)-1,2,4-oxadiazol-5-yl)-N-((1-((tetrahydrofuran-3-yl)methyl)pyrrolidin-3-yl)methyl)piperidine-4-carboxamide COC1=CC=C(C=C1)C1=NOC(=N1)N1CCC(CC1)C(=O)NCC1CN(CC1)CC1COCC1